OC1(CCN(CC1)C(C[C@@H](C)C1=CC=CC=C1)=O)CN1C=NC=2C(C1=O)=NN(C2C=2C=C1CCC(C1=CC2)=O)C (R)-6-((4-hydroxy-1-(3-phenylbutyryl)piperidin-4-yl)methyl)-2-methyl-3-(1-oxo-2,3-dihydro-1H-inden-5-yl)-2,6-dihydro-7H-pyrazolo[4,3-d]pyrimidin-7-one